4-(4-Methoxyphenyl)cyclohexanone COC1=CC=C(C=C1)C1CCC(CC1)=O